imidazo[1,5-d][1,2,4]triazin C=1C=2N(C=NN1)C=NC2